3-(3-Ethoxy-4-hydroxyphenyl)-1-(4-methoxyphenyl)prop-2-en-1-one C(C)OC=1C=C(C=CC1O)C=CC(=O)C1=CC=C(C=C1)OC